zirconium strontium barium [Ba].[Sr].[Zr]